C(=CC1=CC=CC=C1)[NH-] N-styryl-amide